O=C1N(C(CC1)=O)[C@@H]1CC([C@@H]2N1C1=CC=C(C=C1C=C2)C(=O)OC)(C(=O)OC)C(=O)OC Trimethyl (1R,3aR)-1-(2,5-dioxopyrrolidin-1-yl)-1,2-dihydropyrrolo[1,2-a]quinoline-3,3,7(3aH)-tricarboxylate